ClC=1C=C(C=CC1)SC1=C2CCCC(C2=CC=C1)NCC#C 5-((3-Chlorophenyl)thio)-N-(prop-2-yn-1-yl)-1,2,3,4-tetrahydronaphthalen-1-amine